C1(=CC=CC=C1)P(O)(O)=O.C1(=CC=CC=C1)P(=O)(Cl)Cl phenylphosphonic acid, dichloride phenylphosphonate